ClC1=C(C=CC(=C1)C)C=1C=C(C=2C(=NNC2C1)CC1=NC=CC=C1)C(=O)O 6-(2-chloro-4-methylphenyl)(pyridin-2-ylmethyl)indazole-4-carboxylic acid